N1=C(C=NC=C1)C=1C(=NC=CC1)N1CCN(CC1)[C@H]1CC2(CN(C2)C(=O)OCC)CC1 Ethyl (6R)-6-{4-[3-(pyrazin-2-yl)pyridin-2-yl]piperazin-1-yl}-2-azaspiro[3.4]octane-2-carboxylate